ClC1=C(C=CC=2C(N3[C@@H](COC21)CNCC3)=O)C3=C2C=NNC2=CC=C3C (12aR)-10-chloro-9-(5-methyl-1H-indazol-4-yl)-1,2,3,4,12,12a-hexahydro-6H-pyrazino[2,1-c][1,4]benzooxazepin-6-one